CN1C(N(C2=C1C=C(C=C2)C=2C=CC=C(C(=O)N)C2)C2CCN(CC2)S(=O)(=O)C)=O 5-(3-methyl-1-(1-(methylsulfonyl)piperidin-4-yl)-2-oxo-2,3-dihydro-1H-benzo[d]imidazol-5-yl)benzamide